methyl 2-((4-(2-(4-chloro-2-fluorophenyl)-2-methyl-4-carbonylchroman-8-yl)piperidin-1-yl)methyl)-1-(((S)-oxetan-2-yl)methyl)-1H-benzo[d]imidazole-6-carboxylate ClC1=CC(=C(C=C1)C1(OC2=C(C=CC=C2C(C1)=C=O)C1CCN(CC1)CC1=NC2=C(N1C[C@H]1OCC1)C=C(C=C2)C(=O)OC)C)F